trimethyl-((4-(trifluoromethyl)phenyl)ethynyl)silane C[Si](C#CC1=CC=C(C=C1)C(F)(F)F)(C)C